O[C@H]1C[C@@H](O[C@@H]1CO)N1C(NC(=CC1=O)C)=O 3-((2R,4S,5R)-4-hydroxy-5-(hydroxymethyl)tetrahydrofuran-2-yl)-6-methylpyrimidine-2,4(1H,3H)-dione